O=C(CC(=O)N)C=1C(=NC(=C(C1)Cl)Cl)Cl 3-oxo-3-(2,5,6-trichloropyridin-3-yl)propanamide